NC1=C(C=C(C(=O)O)C=C1)NC[C@H]1OCC1 (S)-4-amino-3-((oxetan-2-ylmethyl)amino)benzoic acid